C(#N)C1(CC1)NS(=O)(=O)C=1C=C(C=2N(C1)C(=NC2)C=2SC(=NN2)C(F)(F)F)N2CCN(CC2)C(CCC(=O)O)=O 4-(4-(6-(N-(1-cyanocyclopropyl)sulfamoyl)-3-(5-(trifluoromethyl)-1,3,4-thiadiazol-2-yl)imidazo[1,5-a]pyridin-8-yl)piperazin-1-yl)-4-oxobutanoic acid